2-(4-nitrophenyl)imidazo[1,2-a]pyridine [N+](=O)([O-])C1=CC=C(C=C1)C=1N=C2N(C=CC=C2)C1